(R)-3-(6-((6-(3-(2-ethoxyphenoxy)piperidin-1-yl)pyrazin-2-yl)amino)pyridin-3-yl)propionic acid C(C)OC1=C(O[C@H]2CN(CCC2)C2=CN=CC(=N2)NC2=CC=C(C=N2)CCC(=O)O)C=CC=C1